Cl.C(C1=CC=CC=C1)OCCCOCCN 2-[3-(benzyloxy)propoxy]ethan-1-amine hydrochloride